COC(CS(=O)(=O)Cl)=O 2-(chlorosulfonyl)acetic acid methyl ester